N1=NC=C(C=C1)C(=O)N1CCC(=CC1)C#CC1=CC=C(C=C1)C1=CC(=NO1)CN1C(=NC=C1)[C@H](C)OC1OCCCC1 pyridazine-4-yl(4-((4-(3-((2-((1S)-1-((tetrahydro-2H-pyran-2-yl)oxy)ethyl)-1H-imidazol-1-yl)methyl)isoxazol-5-yl)phenyl)ethynyl)-3,6-dihydropyridin-1(2H)-yl)methanone